5-(2-aminophenyl)-1H-tetrazole NC1=C(C=CC=C1)C1=NN=NN1